5-chloro-4-(6-methyl-1H-indole-3-yl)pyrimidine ClC=1C(=NC=NC1)C1=CNC2=CC(=CC=C12)C